C(=O)(OC(C)(C)C)N1CCC2(CC1)[C@@H](C1=CC=CC(=C1C2)C#N)N[S@](=O)C(C)(C)C N-Boc-(S)-1-(((R)-tert-butylsulfinyl)amino)-4-cyano-1,3-dihydrospiro[indene-2,4'-piperidine]